(E)-3-chloro-6-hydroxy-5-((2E,4E)-5-((1R,2R,3S,6R)-3-hydroxy-1,2,3,6-tetramethylcyclohexyl)-3-methylpenta-2,4-dien-1-yl)-4-methoxy-2-methylbenzaldehyde oxime ClC=1C(=C(/C=N/O)C(=C(C1OC)C\C=C(\C=C\[C@@]1([C@H]([C@@](CC[C@H]1C)(C)O)C)C)/C)O)C